(1R,3S)-3-[3-({[5-methoxy-2-(methylsulfonyl)phenyl]acetyl} amino)-1H-pyrazol-5-yl]cyclopentylpropan-2-ylcarbamate COC=1C=CC(=C(C1)CC(=O)NC1=NNC(=C1)[C@@H]1C[C@@H](CC1)CC(C)NC([O-])=O)S(=O)(=O)C